1-(1-azidoethyl)-3-bromobenzene N(=[N+]=[N-])C(C)C1=CC(=CC=C1)Br